[Cl-].[Cl-].C1(=CC=CC=C1)P(CCCP(C1=CC=CC=C1)C1=CC=CC=C1)C1=CC=CC=C1.[Pd+2] Palladium(II) 1,3-Bis(diphenylphosphino)propan dichloride